Ethyl 3-(3-benzoyl-1-(2-(1-(tert-butoxycarbonyl)pyrrolidin-2-yl)-4-chlorobenzyl)thioureido)-1H-pyrrole-2-carboxylate C(C1=CC=CC=C1)(=O)NC(N(CC1=C(C=C(C=C1)Cl)C1N(CCC1)C(=O)OC(C)(C)C)C1=C(NC=C1)C(=O)OCC)=S